N1NC(C=2CC(C=CC12)=O)=O indazole-3,5(1H)-dione